FC1(C(C1)CCN1N=C(C2=C1[C@H]([C@H]([C@H]2O)F)F)C(F)(F)F)F (4S,5S,6R)-1-[2-(2,2-difluorocyclopropyl)ethyl]-5,6-difluoro-3-(trifluoromethyl)-5,6-dihydro-4H-cyclopenta[c]pyrazol-4-ol